BrC1=CC2=C(CCC=3C(=NN(C23)C2=CC(=CC(=C2)Cl)Cl)C(=O)OCC)C=C1 ethyl 8-bromo-1-(3,5-dichlorophenyl)-4,5-dihydrobenzo[g]indazole-3-carboxylate